[3-[5-bromo-2-(difluoromethoxy)phenyl]-1-methyl-pyrazol-4-yl]pyrazolo[1,5-a]pyrimidine-3-carboxamide BrC=1C=CC(=C(C1)C1=NN(C=C1C1=NN2C(N=CC=C2)=C1C(=O)N)C)OC(F)F